4-chloro-3-((4-hydroxy-4-methylpent-2-yn-1-yl)oxy)-5-nitrobenzoic acid methyl ester COC(C1=CC(=C(C(=C1)[N+](=O)[O-])Cl)OCC#CC(C)(C)O)=O